lithium 6-(1-methyl-1H-pyrazol-4-yl)pyrazolo[1,5-a]pyridine-3-carboxylate CN1N=CC(=C1)C=1C=CC=2N(C1)N=CC2C(=O)[O-].[Li+]